ClC1=NC(=C2C(=N1)N(N=C2)[C@H]2[C@@H]([C@@H]([C@@H](O2)CS(=O)(=O)CP(O)(O)=O)O)O)NCC2=C(C=CC=C2)Cl (((((2R,3S,4R,5R)-5-(6-chloro-4-((2-chlorobenzyl)amino)-1H-pyrazolo[3,4-d]pyrimidin-1-yl)-3,4-dihydroxytetrahydrofuran-2-yl)methyl)sulfonyl)methyl)phosphonic acid